ClC1=CC(=NC=N1)N1CC(C2=NC(=CC=C21)C)(C)C 1-(6-chloropyrimidin-4-yl)-3,3,5-trimethyl-2,3-Dihydro-1H-pyrrolo[3,2-b]pyridine